1-(2-cyano-4-fluorophenyl)-N-[4-(2-hydroxypropan-2-yl)phenyl]-2-oxo-1,2-dihydropyridine-3-carboxamide C(#N)C1=C(C=CC(=C1)F)N1C(C(=CC=C1)C(=O)NC1=CC=C(C=C1)C(C)(C)O)=O